FCC(CC(=O)O)NC1=NC=CC=C1 4-fluoro-3-[(pyridin-2-yl)amino]butanoic acid